iron tris(2,4-heptanedione) CC(CC(CCC)=O)=O.CC(CC(CCC)=O)=O.CC(CC(CCC)=O)=O.[Fe]